5-(2-Fluoropyridin-3-yl)-N-(1,2,3,4-tetrahydroquinolin-6-yl)-1H-indole-3-carboxamide FC1=NC=CC=C1C=1C=C2C(=CNC2=CC1)C(=O)NC=1C=C2CCCNC2=CC1